C(=O)(O)C1=C(OCCCCCC)C=CC=C1 carboxyphenoxy(hexane)